7-chloro-3-(1-methylpyrazol-3-yl)-1H-indole-2-carboxylic acid ClC=1C=CC=C2C(=C(NC12)C(=O)O)C1=NN(C=C1)C